2-(4-phenylpiperidin-1-yl)-4-(trifluoromethyl)benzaldehyde C1(=CC=CC=C1)C1CCN(CC1)C1=C(C=O)C=CC(=C1)C(F)(F)F